N1N=CC2=CC(=CC=C12)NC1=NC(=NC=C1)C=1C=C2C(=CNC2=CC1)C(=O)NC(C)C 5-(4-((1H-indazol-5-yl)amino)-pyrimidin-2-yl)-N-isopropyl-1H-indole-3-carboxamide